ClC=1C(=NC2=CC(=C(N=C2C1NC(CC)C1=NN(C=C1)C)C=1C=NC(=CC1)P(=O)(C)C)F)C 3-chloro-6-[6-(dimethylphosphoryl)pyridin-3-yl]-7-fluoro-2-methyl-N-[1-(1-methylpyrazol-3-yl)propyl]-1,5-naphthyridin-4-amine